(Fmoc)lysine C(=O)(OCC1C2=CC=CC=C2C2=CC=CC=C12)N[C@@H](CCCCN)C(=O)O